2-(4-fluorophenyl)-5-(4-methylpiperazin-1-yl)-4,5,6,7-tetrahydro-2H-indazol-3-ol FC1=CC=C(C=C1)N1N=C2CCC(CC2=C1O)N1CCN(CC1)C